3-triethoxysilyl-propyldisulfide C(C)O[Si](CCCSSCCC[Si](OCC)(OCC)OCC)(OCC)OCC